C(C)(C)(C)C1=CC=C(C=C1)C1=CC(=CC=2CNS(OC21)(=O)=O)C 8-(4-tert-butylphenyl)-6-methyl-3,4-dihydrobenzo[e][1,2,3]oxathiazine 2,2-dioxide